IC1=CC2=C(N=CN=C2OC)N1COCC[Si](C)(C)C 6-iodo-4-methoxy-7-((2-(trimethylsilyl)ethoxy)methyl)-7H-pyrrolo[2,3-d]Pyrimidine